FC=1C(=NC=C(C1)C(C(C(F)(F)F)(F)F)(F)F)NC(=O)C1=C(C=CC(=C1)[N+](=O)[O-])SC1=NN=NN1CCNC(O)=O.C(C)[Si](OC(C)C)(C)CC Di(ethyl)methyl-isopropoxysilane [2-[5-[2-[[3-fluoro-5-(1,1,2,2,3,3,3-heptafluoropropyl)-2-pyridyl]carbamoyl]-4-nitro-phenyl]sulfanyltetrazol-1-yl]ethyl]carbamate